C1(CCCCC1)OCC1CC(=NO1)CNC(=O)C1=NC=CC2=CC=CC=C12 5-((cyclohexyloxy)methyl)-3-((isoquinoline-1-carboxamido)methyl)-4,5-dihydroisoxazole